2-(6-{5-chloro-2-[(oxan-4-yl)amino]pyrimidin-4-yl}-1-oxo-2,3-dihydro-1H-isoindol-2-yl)-N-[1-(4-methyl-1,3-thiazol-2-yl)ethyl]acetamide ClC=1C(=NC(=NC1)NC1CCOCC1)C1=CC=C2CN(C(C2=C1)=O)CC(=O)NC(C)C=1SC=C(N1)C